CC1=NC2=CC=CC=C2C(=N1)N1CCC2=CC(=CC=C12)C1=CC=C(C=C1)[N+](=O)[O-] 2-methyl-4-[5-(4-nitrophenyl)-2,3-dihydro-1H-indol-1-yl]quinazoline